N\C(\C1=CC=C(C=C1)C)=N/C(C(=O)O)(C(F)(F)F)C.FC1=CC=C(C(=O)C2=CC=C(C=C2)C2=CC=C(C=C2)C(C2=CC=C(C=C2)F)=O)C=C1 4,4'-di(4-fluorobenzoyl)biphenyl [(Z)-[amino(p-tolyl)methylene]amino]3,3,3-trifluoro-2-methyl-propanoate